2-([5-(3,5-Diethoxyphenyl)-1-[(2-ethoxyphenyl)methyl]-1H-pyrazol-3-yl]methoxy)-2-methylpropanoic acid C(C)OC=1C=C(C=C(C1)OCC)C1=CC(=NN1CC1=C(C=CC=C1)OCC)COC(C(=O)O)(C)C